(R)-N-((R)-5,6-dihydrospiro[cyclopenta[b]pyridine-7,4'-piperidine]-6-yl)-2-methylpropane-2-sulfinamide N1CCC2(CC1)[C@@H](CC=1C2=NC=CC1)N[S@](=O)C(C)(C)C